C(C)(C)(C)C1=CC(=CC=C1O)C tert-butyl-para-cresol